C1(OCC=2CCC=CC12)=O 4,5-dihydroisobenzofuran-1(3H)-one